(R)-2-(benzyloxycarbonyl)amino-2-(4-hydroxyphenyl)-ethanol C(C1=CC=CC=C1)OC(=O)N[C@@H](CO)C1=CC=C(C=C1)O